5-(3,4-dihydroxyphenyl)-N-isopropylthiophene-2-carboxamide OC=1C=C(C=CC1O)C1=CC=C(S1)C(=O)NC(C)C